N-[6-cyclopropyl-4-[2-(3,3-difluoroazetidine-1-carbonyl)-4-(difluoromethoxy)phenyl]pyridin-2-yl]-1-methyl-2-oxo-5-[[[(2S)-oxolan-2-yl]methylamino]methyl]pyridine-3-carboxamide C1(CC1)C1=CC(=CC(=N1)NC(=O)C=1C(N(C=C(C1)CNC[C@H]1OCCC1)C)=O)C1=C(C=C(C=C1)OC(F)F)C(=O)N1CC(C1)(F)F